(S)-7-(8-chloro-7-fluoronaphthalen-1-yl)-2-((1-methylpyrrolidin-2-yl)methoxy)-5,6,7,8-tetrahydropyrido[3,4-d]pyrimidin-4-ol ClC=1C(=CC=C2C=CC=C(C12)N1CC=2N=C(N=C(C2CC1)O)OC[C@H]1N(CCC1)C)F